2-(2',4'-difluorophenyl)-5-(trifluoromethyl)pyridine FC1=C(C=CC(=C1)F)C1=NC=C(C=C1)C(F)(F)F